BrC1=CC=C(C(=N1)[C@H](C)OC=1C(=NC2=CC(=CN=C2C1)F)NC(OC(C)(C)C)=O)N1N=CC=C1 tert-butyl (3-{(1S)-1-[6-bromo-3-(1H-pyrazol-1-yl)pyridin-2-yl]ethoxy}-7-fluoro-1,5-naphthyridin-2-yl)carbamate